FC(S(=O)(=O)OC=1C2CCC(C1)C2)(F)F bicyclo[2.2.1]hept-2-en-2-yl trifluoromethanesulfonate